FC1=CC(=C(C=C1)B1OC(C(O1)(C)C)(C)C)[N+](=O)[O-] 2-(4-fluoro-2-nitrophenyl)-4,4,5,5-tetramethyl-1,3,2-dioxaborolane